ClC1=C(C=CC=C1)NC1=NC=C(C(=N1)NCCCNC(NCCC(=O)O)=S)C(NC1CC1)=O 3-(3-(3-((2-((2-Chlorophenyl)amino)-5-(cyclopropylcarbamoyl)pyrimidin-4-yl)amino)propyl)thioureido)propanoic acid